5-((2-(4-((3-chloro-4-cyclopropylbenzyl)amino)butoxy)ethyl)amino)benzo[c][2,6]naphthyridine-8-carboxamide ClC=1C=C(CNCCCCOCCNC2=NC3=C(C4=CN=CC=C24)C=CC(=C3)C(=O)N)C=CC1C1CC1